((1-acetylpiperidin-4-yl)methyl)carbamic acid tertiary Butyl ester C(C)(C)(C)OC(NCC1CCN(CC1)C(C)=O)=O